N-[3,5-bis(trifluoromethyl)phenyl]lauramide FC(C=1C=C(C=C(C1)C(F)(F)F)NC(CCCCCCCCCCC)=O)(F)F